C(C)(C)(C)OC(=O)N1CC(C1)C(C1=NN=CN1C)C1=CC(=CC=C1)Br 3-((3-bromophenyl)(4-methyl-4H-1,2,4-triazol-3-yl)methyl)azetidine-1-carboxylic acid tert-butyl ester